OC([C@H](N)C(=O)O)CC1=CC=CC=C1 beta-hydroxyhomophenylalanine